O1C=COC=C1C#N [1,4]Dioxin-6-carbonitrile